FC=1C=C(C=CC1F)NC(=O)C=1C=C(C=CC1)S(=O)(=O)NC1=C(C=CC=C1)B(O)O (2-((3-((3,4-difluorophenyl)carbamoyl)phenyl)sulfonamido)phenyl)boronic acid